CC1=C(N)C=C(C(=C1)C)S(=O)(=O)C 2,4-dimethyl-5-(methylsulfonyl)aniline